6-oximino-1-heptanoic acid methyl ester COC(CCCCC(C)=NO)=O